Tert-butyl 3-((2-methyl-6-(methylcarbamoyl)pyridin-3-yl)oxy)azetidine-1-carboxylate CC1=NC(=CC=C1OC1CN(C1)C(=O)OC(C)(C)C)C(NC)=O